CN(C1CCN(CC1)C1=C(C=C(C(=C1)OC)NC1=NC=NC(=C1)N1OCC[C@@H]1C=1C=NC(=CC1)C)NC(C=C)=O)C N-(2-(4-dimethylaminopiperidine-1-yl)-4-methoxy-5-((6-((R)-3-(6-methylpyridine-3-yl)isoxazolidine-2-yl)pyrimidine-4-yl)amino)phenyl)acrylamide